FC(C1=CC=CC(=N1)C1=CC(=C2C=NC(=NN21)N[C@H]2[C@@H](CN(CC2)S(=O)(=O)C)O)F)F (3R,4R)-4-((7-(6-(difluoromethyl)pyridin-2-yl)-5-fluoropyrrolo[2,1-f][1,2,4]triazin-2-yl)amino)-1-(methylsulfonyl)piperidin-3-ol